ethyl 2-[6-methoxy-5-(methoxymethoxy)benzothiophene-2-carbonyl]butanedioate COC1=CC2=C(C=C(S2)C(=O)C(C(=O)OCC)CC(=O)[O-])C=C1OCOC